3-bromo-N-(2-nitrophenyl)propionamide BrCCC(=O)NC1=C(C=CC=C1)[N+](=O)[O-]